CC1(C2=CC3=C(OC=C3NC3=CC=4C(CCC(C4C=C3C)(C)C)(C)C)C=C2C(CC1)(C)C)C 5,5,8,8-tetramethyl-N-(3,5,5,8,8-pentamethyl-5,6,7,8-tetrahydronaphthalen-2-yl)-5,6,7,8-tetrahydronaphtho[2,3-b]furan-3-amine